(S)-4-(benzyloxy)-3-((tert-butoxycarbonyl)amino)-4-oxobutanoic acid C(C1=CC=CC=C1)OC([C@H](CC(=O)O)NC(=O)OC(C)(C)C)=O